BrC=1C=C(C=CC1)N1N=CC(=C1)CC(=O)OC Methyl 2-[1-(3-bromophenyl)pyrazol-4-yl]acetate